(S)-2-((R)-2,4-Dimethylpiperazin-1-yl)-N-(3-(5-fluoro-2-((2-fluoro-3-(methylsulfonyl)phenyl)amino)pyrimidin-4-yl)-1H-indol-7-yl)-3-methoxypropanamid C[C@H]1N(CCN(C1)C)[C@H](C(=O)NC=1C=CC=C2C(=CNC12)C1=NC(=NC=C1F)NC1=C(C(=CC=C1)S(=O)(=O)C)F)COC